tetraethyleneglycol di(2-cyanoethyl) ether C(#N)CCOCCOCCOCCOCCOCCC#N